Ethylmyristat C(C)OC(CCCCCCCCCCCCC)=O